Chromen-3-one-13C O1[13CH2]C(CC2=CC=CC=C12)=O